N,N'-Di-tert-butylethylen-diamin C(C)(C)(C)NCCNC(C)(C)C